O=C1NC2(CCC2)CC1 6-oxo-5-azaspiro[3.4]octane